OCCNC(OC1CCC(CC1)C(N(CC12CCC(CC1)(CC2)C2=CC(=C(C=C2)OC)C)C2=NC=CC(=C2)C=2N=C(OC2)C(C)(C)C)=O)=O 4-((4-(2-(tert-Butyl) oxazol-4-yl)pyridin-2-yl)((4-(4-methoxy-3-methylphenyl)bicyclo[2.2.2]octan-1-yl)methyl)carbamoyl)cyclohexyl (2-hydroxyethyl)trans-carbamate